ClC1=NC(=NC(=C1C)N1CCC(CC1)OC=1C=NC(=CC1)OC)C(=O)NC(C)(C)C1=CC=NC=C1 4-chloro-6-(4-((6-methoxypyridin-3-yl)oxy)piperidin-1-yl)-5-methyl-N-(2-(pyridin-4-yl)propan-2-yl)pyrimidine-2-carboxamide